C(C)(C)(C)OC(=O)N1C(=NC2=C1C=C(C=C2)N)N(C(=O)OC(C)(C)C)C(=O)OC(C)(C)C 6-Amino-2-(bis(tert-butoxycarbonyl)amino)-1H-benzo[d]imidazole-1-carboxylic acid tert-butyl ester